N-((3S,5S)-1-((3S,4R)-1-(tert-butyl)-4-(4-chlorophenyl)pyrrolidine-3-carbonyl)-5-(morpholine-4-carbonyl)pyrrolidin-3-yl)-N-((1s,4R)-4-methylcyclohexyl)isobutyramide C(C)(C)(C)N1C[C@H]([C@@H](C1)C1=CC=C(C=C1)Cl)C(=O)N1C[C@H](C[C@H]1C(=O)N1CCOCC1)N(C(C(C)C)=O)C1CCC(CC1)C